C1(=CC=CC=C1)C(=NNC=1C=CC=C2C(NC=NC12)=O)C1=CC=CC=C1 8-(2-(diphenylmethylene)hydrazino)quinazolin-4(3H)-one